O=C1NC2(C(N1)=O)CC(CC2)CC2=NC=CC=C2S(=O)(=O)N ((2,4-dioxo-1,3-diazaspiro[4.4]nonane-7-yl)methyl)pyridine-3-sulfonamide